3-[4-[3-[4-[(3R,5R)-5-[(1,5-dimethyl-6-oxo-pyridazin-4-yl)amino]-1-methyl-3-piperidyl]benzoyl]-3,9-diazaspiro[5.5]undecan-9-yl]-3-(trifluoromethyl)phenyl]piperidine-2,6-dione CN1N=CC(=C(C1=O)C)N[C@@H]1C[C@@H](CN(C1)C)C1=CC=C(C(=O)N2CCC3(CC2)CCN(CC3)C3=C(C=C(C=C3)C3C(NC(CC3)=O)=O)C(F)(F)F)C=C1